trans-hex-3-enyl acetate C(C)(=O)OCC\C=C\CC